ClC1=C(C=CC=C1)CC(=O)NC1=CC(=C(C=C1)N1N=C(N=C1)N(C)C)S(N)(=O)=O 2-(2-chlorophenyl)-N-{4-[3-(dimethylamino)-1H-1,2,4-triazol-1-yl]-3-sulfamoylphenyl}acetamide